5-Fluoro-4-(2-(((3S,4S)-3-fluorotetrahydro-2H-pyran-4-yl)amino)-7-(1H-pyrazol-4-yl)-[1,2,4]triazolo[1,5-a]pyridin-8-yl)-2-methylbenzonitrile FC=1C(=CC(=C(C#N)C1)C)C=1C=2N(C=CC1C=1C=NNC1)N=C(N2)N[C@@H]2[C@@H](COCC2)F